4-isopropoxyphenyl-4-hydroxyphenyl sulfone C(C)(C)OC1=CC=C(C=C1)C1=C(C=CC(=C1)O)S(=O)(=O)C1=C(C=C(C=C1)O)C1=CC=C(C=C1)OC(C)C